4-(N-(3-chlorophenyl)methanesulfonamido)butanoic acid ClC=1C=C(C=CC1)N(S(=O)(=O)C)CCCC(=O)O